2-(5-(5-bromo-3-(2,5-dimethyl-1H-pyrrol-1-yl)-1H-pyrazol-1-yl)-2H-indazol-2-yl)ethan-1-ol BrC1=CC(=NN1C1=CC2=CN(N=C2C=C1)CCO)N1C(=CC=C1C)C